N-(2-methoxy-4-(1-methyl-1H-pyrazol-4-yl)phenyl)-8-(4-(methylsulfonyl)piperazin-1-yl)pyrido[3,4-d]pyrimidin-2-amine COC1=C(C=CC(=C1)C=1C=NN(C1)C)NC=1N=CC2=C(N1)C(=NC=C2)N2CCN(CC2)S(=O)(=O)C